P(=O)([O-])([O-])[O-].[NH4+].C(CCCCCCC\C=C/CCCCCCCC)(=O)C(CO)(O)CO.C(CCCCCCC\C=C/CCCCCCCC)(=O)C(CO)(O)CO.[NH4+].[NH4+] bis(monooleoylglycerol) ammonium phosphate